C1(=CC=CC=C1)C(C1=CC=CC=C1)=NC=1C2=C(C(=NC1)N(CC1=CC=C(C=C1)OC)CC1=CC=C(C=C1)OC)COC2 7-((diphenylmethylene)amino)-N,N-bis(4-methoxybenzyl)-1,3-dihydrofuro[3,4-c]pyridin-4-amine